(S)-7-(3-Bromophenyl)-7H-pyrrolo[1,2-a]imidazol-7-ol BrC=1C=C(C=CC1)[C@]1(C=CN2C1=NC=C2)O